FC=1C=C(C=CC1F)C1CN(CCO1)C(=O)NCC(CO)CC1=C(C=C(C=C1)F)F 2-(3,4-difluorophenyl)-N-[2-[(2,4-difluorophenyl)methyl]-3-hydroxy-propyl]morpholine-4-carboxamide